NC1=C(C(=O)NC2CCC(CC2)(C)O)C=C(C=N1)C1=CC=C(C=C1)C12CN(CC2C1)C1CCOCC1 2-amino-N-(4-hydroxy-4-methylcyclohexyl)-5-(4-(3-(tetrahydro-2H-pyran-4-yl)-3-azabicyclo[3.1.0]hex-1-yl)phenyl)nicotinamide